C(C)(C)(C)[SiH2]C1=CC=CC=C1 tert-butylphenyl-silane